NC1CN(CC1)C(=O)N1CCN(C2=CC=CC=C12)CC1=C(C=CC=C1)F (3-Aminopyrrolidin-1-yl)(4-(2-fluorobenzyl)-3,4-dihydroquinoxalin-1(2H)-yl)methanone